C([C@H](O)[C@H](O)[C@@H](O)[C@@H](O)CO)O L-Mannitol